4-[(5-chloro-2-pyridinyl)methyl]piperidin-4-ol ClC=1C=CC(=NC1)CC1(CCNCC1)O